1-((5-(1-((t-butoxycarbonyl) amino) ethyl)-2-(3-(cyclopropylmethoxy)-4-(difluoromethoxy) phenyl) oxazol-4-yl) methyl)-4-ethoxy-2-fluorobenzoate C(C)(C)(C)OC(=O)NC(C)C1=C(N=C(O1)C1=CC(=C(C=C1)OC(F)F)OCC1CC1)CC1(C(=O)[O-])C(C=C(C=C1)OCC)F